2-(4-[(2-chlorophenyl)acetyl]amino-2-sulfamylphenoxy)benzoic acid methyl ester COC(C1=C(C=CC=C1)OC1=C(C=C(C=C1)NC(CC1=C(C=CC=C1)Cl)=O)S(N)(=O)=O)=O